FC=1C=C(C=C(C1)C)NC1=C(C(=O)N)C=C(C=N1)NC1=CC=C(C=C1)C(F)(F)F 2-((3-fluoro-5-methylphenyl)amino)-5-((4-(trifluoromethyl)phenyl)amino)nicotinamide